Cl.BrC1=C(C=CC(=C1)S(N[C@H](C)C1CCNCC1)(=O)=O)NC(C1=C(C=CC=C1)C)=O (R)-N-(2-bromo-4-(N-(1-(piperidin-4-yl)ethyl)sulfamoyl)phenyl)-2-methylbenzamide hydrochloride